N-((6-(2-chloro-3-(3-chloro-2-(3-methoxy-4-(((tetrahydro-2H-pyran-4-yl)amino)methyl)phenyl)pyridin-4-yl)phenyl)-2-methoxypyridin-3-yl)methyl)tetrahydro-2H-pyran-4-amine ClC1=C(C=CC=C1C1=C(C(=NC=C1)C1=CC(=C(C=C1)CNC1CCOCC1)OC)Cl)C1=CC=C(C(=N1)OC)CNC1CCOCC1